2-(2-isopropylphenyl)-7-[methoxy-[4-[1-methyl-4-(trifluoromethyl)imidazol-2-yl]phenyl]methyl]-5H-pyrrolo[3,2-d]pyrimidine C(C)(C)C1=C(C=CC=C1)C=1N=CC2=C(N1)C(=CN2)C(C2=CC=C(C=C2)C=2N(C=C(N2)C(F)(F)F)C)OC